C(C)(C)C1=C(NC2=CN=C(C(=C21)C)N2CCN(CC2)C2CCOCC2)C=2C(=C(C=1N(C2)N=CN1)C)C 6-(3-isopropyl-4-methyl-5-(4-(tetrahydro-2H-pyran-4-yl)piperazin-1-yl)-1H-pyrrolo[2,3-c]pyridin-2-yl)-7,8-dimethyl-[1,2,4]triazolo[1,5-a]pyridine